ClC=1C(=NC(=NC1)NC1=NC=C(C=C1)CN1CCN(CC1)CC)C1=CC2=C(N=C3N2C(CCC3)C)C(=C1)F 5-chloro-N-(5-((4-ethylpiperazin-1-yl)methyl)pyridin-2-yl)-4-(6-fluoro-1-methyl-1,2,3,4-tetrahydrobenzo[4,5]imidazo[1,2-a]pyridin-8-yl)pyrimidin-2-amine